acrylic acid methacrylic anhydride C(C(=C)C)(=O)OC(C=C)=O